C1(=CC=CC=C1)C1=NC2=CC(=CC=C2C=C1)C1=NN2C(NCCC23CCCCC3)=C1C(=O)N 2'-(2-phenylquinolin-7-yl)-5',6'-dihydro-4'H-spiro[cyclohexane-1,7'-pyrazolo[1,5-a]pyrimidine]-3'-Formamide